C(CCC)[Sn](C(=C)OCC)(CCCC)CCCC tributyl(1-ethoxyvinyl)-stannane